C(C=CC)S(=O)(=O)[O-] 1-but-2-ensulfonat